C(CCC)N(C(OCCCCCCC)=O)CCCC heptyl N,N-dibutylcarbamate